fluoro-2-(methoxycarbonyl)pyridine 1-oxide FC=1C(=[N+](C=CC1)[O-])C(=O)OC